C(N)(=O)C1=CC(=NC2=C1N=CN=C2N[C@@H]2CN(CCC2)C(=O)OC(C)(C)C)C2=CC=C(C=C2)CN2C[C@H](OCC2)C tert-butyl (3S)-3-[[8-carbamoyl-6-(4-[[(2R)-2-methylmorpholin-4-yl]methyl]phenyl)pyrido[3,2-d]pyrimidin-4-yl]amino]piperidine-1-carboxylate